The molecule is an amino oligosaccharide (dodecasaccharide) consisting of two tetrasaccharide units, each consisting of two beta-D-galactose residues, one N-acetyl-beta-D-glucosamine residue and one alpha-L-mannose residue linked in sequence (1->4), (1->4) and (1->2), linked (1->2) and (1->6) to the mannose residue of an amino trisaccharide comprising beta-D-mannose, N-acetyl-beta-D-glucosamine and N-acetyl-D-glucosamine residues all linked (1->4). It is an amino oligosaccharide and a glucosamine oligosaccharide. CC(=O)N[C@@H]1[C@H]([C@@H]([C@H](O[C@H]1O[C@@H]2[C@H](OC([C@@H]([C@H]2O)NC(=O)C)O)CO)CO)O[C@H]3[C@H]([C@H]([C@@H]([C@H](O3)CO[C@@H]4[C@H]([C@H]([C@@H]([C@H](O4)CO)O)O)O[C@H]5[C@@H]([C@H]([C@@H]([C@H](O5)CO)O[C@H]6[C@@H]([C@H]([C@H]([C@H](O6)CO)O[C@H]7[C@@H]([C@H]([C@H]([C@H](O7)CO)O)O)O)O)O)O)NC(=O)C)O)O[C@@H]8[C@H]([C@H]([C@@H]([C@H](O8)CO)O)O)O[C@H]9[C@@H]([C@H]([C@@H]([C@H](O9)CO)O[C@H]1[C@@H]([C@H]([C@H]([C@H](O1)CO)O[C@H]1[C@@H]([C@H]([C@H]([C@H](O1)CO)O)O)O)O)O)O)NC(=O)C)O)O